ClC1=C(C=CC(=C1)F)NC1=NC=C(C(=C1)N1C=C(C=C1)C(=O)NC(CO)C1=CC(=CC=C1)Cl)C 1-(2-((2-chloro-4-fluorophenyl)amino)-5-methylpyridin-4-yl)-N-(1-(3-chlorophenyl)-2-hydroxyethyl)-1H-pyrrole-3-carboxamide